NC(C(C1=CC=CC=C1)SC1=C(C(=C(C(=N1)N(CCCNC(OC(C)(C)C)=O)C)C#N)C1CC1)C#N)=O tert-butyl (3-((6-((2-amino-2-oxo-1-phenylethyl)thio)-3,5-dicyano-4-cyclopropylpyridin-2-yl)(methyl) amino)propyl)carbamate